hexavinyl-disilazane piperidin-4-ylpiperazine-1-carboxylate N1CCC(CC1)OC(=O)N1CCNCC1.C(=C)[Si](N[Si](C=C)(C=C)C=C)(C=C)C=C